(S)-2-methyl-tetradecanol C[C@H](CO)CCCCCCCCCCCC